(E)-3-phenyl-1-phenylprop-2-en-1-one C1(=CC=CC=C1)/C=C/C(=O)C1=CC=CC=C1